2-(5-(((1S,2S,3R,5S,6R)-2,6-difluoro-1-methyl-8-azabicyclo[3.2.1]octan-3-yl-5-d)(methyl)amino)pyrazin-2-yl)-5-(1H-imidazol-1-yl)phenol F[C@@H]1[C@@]2(C[C@H]([C@](C[C@H]1N(C=1N=CC(=NC1)C1=C(C=C(C=C1)N1C=NC=C1)O)C)(N2)[2H])F)C